FC=1C(=NC=CC1)C(C)(C)NC1=NC(=NC(=N1)N)C=1C=CC=2N(C1)C(=NC2)C N2-(2-(3-fluoropyridin-2-yl)propan-2-yl)-6-(3-methylimidazo[1,5-a]pyridin-6-yl)-1,3,5-triazine-2,4-diamine